NC1CC(CC1)C amino-3-methylcyclopentane